((S)-1-amino-3-(1-methyl-3-oxopyrazolidin-4-yl)-1-oxopropan-2-yl)carbamic acid tert-butyl ester C(C)(C)(C)OC(N[C@H](C(=O)N)CC1C(NN(C1)C)=O)=O